2-cyclopropyl-6-{6-methyl-3-[1-(2-methylpropyl)-1H-pyrazol-4-yl]pyridin-2-yl}-2,3-dihydro-1H-isoindol-1-one C1(CC1)N1C(C2=CC(=CC=C2C1)C1=NC(=CC=C1C=1C=NN(C1)CC(C)C)C)=O